ClC=1C(=NC=CC1C=1OC2=C(N1)C=C(C=C2C#N)C=O)C2=C(C(=CC=C2)NC=2N=CC=C1C=C(C=NC21)CN2CC(CCC2)O)C 2-(3-chloro-2-(3-((3-((3-hydroxypiperidin-1-yl)methyl)-1,7-naphthyridin-8-yl)amino)-2-methylphenyl)pyridin-4-yl)-5-formylbenzo[d]Oxazole-7-carbonitrile